NC=1C(=NC(=NC1C1=C2C=NNC2=CC=C1C)C1=C(C=C(C=C1)C(F)(F)F)NC(=O)C1(CC1)C)C(=O)N 5-amino-6-(5-methyl-1H-indazol-4-yl)-2-(2-(1-methylcyclopropane-1-carboxamido)-4-(trifluoromethyl)phenyl)pyrimidine-4-carboxamide